4-sulfhydryl-aniline methyl-2-[[4-[3-[(4-chloro-2-fluoro-phenyl)methoxy]pyrazol-1-yl]-1-piperidyl]methyl]-3-[[(2S)-oxetan-2-yl]methyl]benzimidazole-5-carboxylate COC(=O)C1=CC2=C(N=C(N2C[C@H]2OCC2)CN2CCC(CC2)N2N=C(C=C2)OCC2=C(C=C(C=C2)Cl)F)C=C1.SC1=CC=C(N)C=C1